Ruthenium(VI) Sulfide [Ru](=S)(=S)=S